BrC1=CC=C(C(=N1)C1=NN=NN1)C(CCCC)O 1-(6-Bromo-2-(1H-tetrazol-5-yl)pyridin-3-yl)pentan-1-ol